3-bromo-1-(3-chloropyridin-2-yl)-5-methyl-1H-pyrazole-4-carboxylic Acid BrC1=NN(C(=C1C(=O)O)C)C1=NC=CC=C1Cl